2-chloro-5-[3,6-dihydro-3-methyl-2,6-dioxo-4-(trifluoromethyl)-1-(2H)-pyrimidinyl]-4-fluoro-N-{[methyl-(1-methylethyl)amino]sulphonyl}benzamide ClC1=C(C(=O)NS(=O)(=O)N(C(C)C)C)C=C(C(=C1)F)N1C(N(C(=CC1=O)C(F)(F)F)C)=O